(S)-4-(((S)-3-fluoro-2-methoxypropyl)(4-(5,6,7,8-tetrahydro-1,8-naphthyridin-2-yl)butyl)amino)-2-((S)-2-(1-oxo-3,4-dihydroisoquinolin-2(1H)-yl)propanamido)butanoic acid FC[C@H](CN(CC[C@@H](C(=O)O)NC([C@H](C)N1C(C2=CC=CC=C2CC1)=O)=O)CCCCC1=NC=2NCCCC2C=C1)OC